2-(3-bromophenyl)-N-(8,9-difluoro-6-oxo-1,4,5,6-tetrahydro-2H-pyrano[3,4-c]isoquinolin-1-yl)-2,2-difluoro-N-methylacetamide BrC=1C=C(C=CC1)C(C(=O)N(C)C1COCC=2NC(C=3C=C(C(=CC3C21)F)F)=O)(F)F